C(C)(C)(C)C1CCC(CC1)CN1[C@@H]([C@H]([C@@H]([C@H](C1)O)O)O)C (2R,3R,4R,5S)-1-(((1s,4S)-4-(tert-butyl)cyclohexyl)methyl)-2-methylpiperidine-3,4,5-triol